2,2'-((ethane-1,1-diylbis(4,6-dimethyl-2,1-phenylene))bis(oxy))diacetamide C(C)(C1=C(C(=CC(=C1)C)C)OCC(=O)N)C1=C(C(=CC(=C1)C)C)OCC(=O)N